C1(C(=CC(N1)=O)SSC=1C(=O)NC(C1)=O)=O dithiobis-maleimide